C=1N=CN2C1C1=CC=CC=C1[C@@H]2[C@@H]2[C@H](C(OC2)(C)C)O (3R,4S)-4-((S)-5H-imidazo[5,1-a]isoindol-5-yl)-2,2-dimethyltetrahydrofuran-3-ol